N-((4R*,5R*)-3-((R)-1-aminoethyl)-7-ethyl-4-(4-fluorophenyl)-6-oxo-1-phenyl-4,5,6,7-tetrahydro-1H-pyrazolo[3,4-b]pyridin-5-yl)-3-(trifluoromethyl)benzamide N[C@H](C)C1=NN(C=2N(C([C@@H]([C@@H](C21)C2=CC=C(C=C2)F)NC(C2=CC(=CC=C2)C(F)(F)F)=O)=O)CC)C2=CC=CC=C2 |o1:9,10|